C1CCN2C1=C(C=1C=CC=CC21)C(=O)N2CC1(C(CN(C1)C(=O)OC(C)(C)C)(F)F)CC2 tert-butyl 7-(2,3-dihydro-1H-pyrrolo[1,2-a]indole-9-carbonyl)-4,4-difluoro-2,7-diazaspiro[4.4]nonane-2-carboxylate